BrC(C)C1=C(C=C(C=C1)Cl)Cl (1-bromoethyl)-2,4-dichlorobenzene